C(C)C1(NC(N(C(C1)=O)[C@@H]1[C@](OC2=C1C=C(C=C2)C(=O)N[C@H]2[C@@H](CCC1=CC=CC=C21)O)(C)COC)=N)CC (2R,3S)-3-(4,4-diethyl-2-imino-6-oxo-hexahydropyrimidin-1-yl)-N-[(1R,2R)-2-hydroxytetralin-1-yl]-2-(methoxymethyl)-2-methyl-3H-benzofuran-5-carboxamide